C(C)OC1=CN=CC(=N1)C1=CC(=C(C(=O)N)C=C1)F 4-(6-ethoxypyrazin-2-yl)-2-(S)-fluorobenzamide